OC1=CC(CC=C1C)C=1C=CC(=C(C1)O)C 5-(3-Hydroxy-4-methylcyclohexa-2,4-dien-1-yl)-2-methylphenol